C(C)OC(C#CC(C)(C)N(C)C)=O 4-(dimethylamino)-4-methyl-pent-2-ynoic acid ethyl ester